N-(5-((6-Methoxy-7-(3-morpholinopropoxy)quinolin-4-yl)oxy)pyridin-2-yl)-8-phenyl-3,4-dihydro-2H-1,4-ethano-1,5-naphthyridine-6-carboxamide COC=1C=C2C(=CC=NC2=CC1OCCCN1CCOCC1)OC=1C=CC(=NC1)NC(=O)C=1N=C2C3CCN(C2=C(C1)C1=CC=CC=C1)CC3